NC1=C2C(=NC=N1)N(N=C2C2=CC=C(C=C2)CNC(C2=C(C=CC(=C2)F)OC)=O)C(CN(C(=O)N2N=CN=C2)C2CC2)C N-(2-(4-amino-3-(4-((5-fluoro-2-methoxybenzamido)methyl)phenyl)-1H-pyrazolo[3,4-d]pyrimidin-1-yl)propyl)-N-cyclopropyl-1H-1,2,4-triazole-1-carboxamide